FC(C1N(CCC1)C(=O)C=1N=C2N(N1)[C@H](C[C@H]2F)C2=CC=CC=C2)F |r| [2-(difluoromethyl)pyrrolidin-1-yl]-[rac-(5r,7r)-7-fluoro-5-phenyl-6,7-dihydro-5H-pyrrolo[1,2-b][1,2,4]triazol-2-yl]methanone